(5,7-dibromobenzofuran-2-yl)methanol BrC=1C=C(C2=C(C=C(O2)CO)C1)Br